Dimethylaminoethyloxyethanol CN(C)CCOC(C)O